COC(CC(C=1C=CC2=C(CCO2)C1)C1=C2CCN(CC2=CC=C1)C(C1=CC=C(C=C1)OC)=O)=O (l)-3-(2-(4-Methoxybenzoyl)-1,2,3,4-tetrahydroisoquinolin-5-yl)-3-(2,3-dihydrobenzofuran-5-yl)propionic acid methyl ester